C(#N)C=1C=C(C=CC1)C=1N=C(SC1)NC(CNC(=O)C1=CN(C=C1)S(=O)(=O)C)=O N-(2-((4-(3-cyanophenyl)thiazol-2-yl)amino)-2-oxoethyl)-1-(methylsulfonyl)-1H-pyrrole-3-carboxamide